OB1OCC2=C1C(=C(C=C2)C(=O)N[C@@H](C(C)C)C(=O)OCC2=CC=C(C=C2)S(=O)(=O)CC)C 4-(ethyl sulfonyl)benzyl (1-hydroxy-7-methyl-1,3-dihydrobenzo[c][1,2]oxaborole-6-carbonyl)-L-valinate